D-prolinoyl chloride N1[C@H](CCC1)C(=O)Cl